phenyl-7-(dimethoxymethyl)-6-((3-carbonylmorpholino)methyl)-3,4-dihydro-1,8-naphthyridin-1(2H)-carboxylate C1(=CC=CC=C1)OC(=O)N1CCCC2=CC(=C(N=C12)C(OC)OC)CN1C(COCC1)=C=O